calcium sulfate, lithium salt [Li+].S(=O)(=O)([O-])[O-].[Ca+2]